1,2-bis(di-tert-pentylphosphomethyl)-benzene C(C)(C)(CC)C(C1=C(C=CC=C1)C(P(=O)=O)(C(C)(C)CC)C(C)(C)CC)(P(=O)=O)C(C)(C)CC